3-(2-(tert-butoxy)-2-oxoethyl)-5-chloro-4-methylbenzoic acid C(C)(C)(C)OC(CC=1C=C(C(=O)O)C=C(C1C)Cl)=O